(4-methyl-3-(pyridin-2-yl)phenyl)-2-(2,2,2-trifluoroethyl)-2-azabicyclo[2.2.1]heptane-7-carboxamide CC1=C(C=C(C=C1)C12N(CC(CC1)C2C(=O)N)CC(F)(F)F)C2=NC=CC=C2